CN(CCOC1=CC=CC=2N([C@@H](CN(CC21)S(=O)(=O)C(F)(F)F)CCC2=CC=CC=C2)CC2=NC=CC(=C2)N)C (R)-2-((6-(2-(dimethylamino)ethoxy)-2-phenethyl-4-((trifluoromethyl)sulfonyl)-2,3,4,5-tetrahydro-1H-benzo[e][1,4]diazepin-1-yl)methyl)pyridin-4-amine